(1R,3S)-3-{5-[(4-methyl-1,1,3-trioxo-3,4-dihydro-2H-1λ6-benzo[2,1-e][1,2,4]thiadiazin-6-yl)amino]-1H-pyrazol-3-yl}cyclopentyl (prop-2-ylamino)methanoate CC(C)NC(=O)O[C@H]1C[C@H](CC1)C1=NNC(=C1)NC1=CC=2N(C(NS(C2C=C1)(=O)=O)=O)C